1,2,4,5-tetramethylcyclohexanecarbonitrile CC1(C(CC(C(C1)C)C)C)C#N